C1N(CCC2=CC=CC=C12)C=1C2=C(N=C(N1)NCC1CN(CCO1)C)CN(C2)C#N 4-(3,4-dihydroisoquinolin-2(1H)-yl)-2-(((4-methylmorpholin-2-yl)methyl)amino)-5,7-dihydro-6H-pyrrolo[3,4-d]pyrimidine-6-carbonitrile